C(C)(=O)OCNC(CNC(=O)OCC=C)=O (2-{[(prop-2-en-1-yloxy)carbonyl]amino}acetamido)methyl acetate